1-(4-Bromo-2-hydroxy-phenyl)ethanone BrC1=CC(=C(C=C1)C(C)=O)O